tert-butyl 3-((3-(methoxycarbonyl)-4-nitrophenyl)amino)azetidine-1-carboxylate COC(=O)C=1C=C(C=CC1[N+](=O)[O-])NC1CN(C1)C(=O)OC(C)(C)C